C(C)(C)(C)OC(=O)N1CC=2N=C(N=C(C2C1)OCC1=CC=CC=C1)OC.CC1=C(C(NC(=C1)C)=O)C1=C(C(=O)N)C=CC=C1 (1,2-dihydro-4,6-dimethyl-2-oxopyridin-3-yl)benzamide tert-butyl-4-(benzyloxy)-2-methoxy-5,7-dihydro-6H-pyrrolo[3,4-d]pyrimidine-6-carboxylate